6-(((cis)-4-hydroxy-1-methylpiperidin-3-yl)methyl)-2-(3-(3-((4-methyl-4H-1,2,4-triazol-3-yl)methyl)oxetan-3-yl)phenyl)-4-(trifluoromethyl)isoindolin-1-one O[C@@H]1[C@@H](CN(CC1)C)CC1=CC(=C2CN(C(C2=C1)=O)C1=CC(=CC=C1)C1(COC1)CC1=NN=CN1C)C(F)(F)F